C(#N)C=1C=C(C(=NC1)C)OC(=O)N1[C@@H](CN(CC1)CC1=C(C(=CC=C1)C(F)(F)F)C)C (R)-2-methyl-4-(2-methyl-3-(trifluoromethyl)benzyl)piperazine-1-carboxylic acid 5-cyano-2-methylpyridin-3-yl ester